(7-(1-((6-(7-oxo-2-azaspiro[3.5]nonan-2-yl)pyridin-2-yl)methyl)-1H-1,2,3-triazol-4-yl)-3H-imidazo[4,5-b]pyridin-5-yl)-2-methylbenzonitrile O=C1CCC2(CN(C2)C2=CC=CC(=N2)CN2N=NC(=C2)C2=C3C(=NC(=C2)C=2C(=C(C#N)C=CC2)C)NC=N3)CC1